C(N)(=O)N[C@@H](CC(=O)O)C(=O)O.P(=O)(OC(N)=O)(O)O Carbamoyl phosphate Carbamoyl-aspartate